P(=O)(OC[C@@H](C(=O)O)N=[N+]=[N-])(OCC[N+](C)(C)C)[O-] (S)-2-azido-2-carboxyethyl (2-(trimethylammonio)ethyl) phosphate